C(C)(C)(C)OC(=O)N1CC=2C(=NN3C2C(C(CC(C3)=C)=CN(C)C)=O)CC1 tert-butyl-10-((dimethylamino)methylene)-8-methylene-11-oxo-3,4,8,9,10,11-hexahydro-1H-pyrido[4',3':3,4]pyrazolo[1,5-a]azepine-2(7H)-carboxylate